(7-((2S,5R)-4-(1-(6-cyclopropylpyridin-3-yl)ethyl)-2,5-diethylpiperazin-1-yl)-4-methyl-5-oxo-4,5-dihydro-2H-pyrazolo[4,3-b]pyridin-2-yl)acetonitrile C1(CC1)C1=CC=C(C=N1)C(C)N1C[C@@H](N(C[C@H]1CC)C=1C=2C(N(C(C1)=O)C)=CN(N2)CC#N)CC